3-(benzyloxy)-4-formylpyrrolidine-1-carboxylate C(C1=CC=CC=C1)OC1CN(CC1C=O)C(=O)[O-]